propan-1-yl-N,N,N-trimethyl-ammonium chloride [Cl-].C(CC)[N+](C)(C)C